2-(3-([1,1'-biphenyl]-3-yl)-4-(4-carbamoylbenzyl)-5-hydroxy-1H-pyrazol-1-yl)thiazole-4-carboxylic acid C1(=CC(=CC=C1)C1=NN(C(=C1CC1=CC=C(C=C1)C(N)=O)O)C=1SC=C(N1)C(=O)O)C1=CC=CC=C1